(S)-4-(sec-butylamino)-2-((2-methoxy-4-(methylsulfonyl)phenyl)amino)-7H-pyrrolo[2,3-d]pyrimidine-5-carbonitrile [C@H](C)(CC)NC=1C2=C(N=C(N1)NC1=C(C=C(C=C1)S(=O)(=O)C)OC)NC=C2C#N